2-[4-chloro-5-[(dimethylamino)methyl]-6-oxo-pyridazin-1-yl]acetic acid ClC=1C=NN(C(C1CN(C)C)=O)CC(=O)O